NC1=NC=2C=CC=NC2C2=C1N=C(N2CCCCNC(=O)NC2CCCCC2)CCCC N-[4-(4-amino-2-butyl-1H-imidazo[4,5-c][1,5]naphthyridin-1-yl)butyl]-N'-cyclohexylurea